(R)-2-(1-((6-(3-((cyclobutylmethyl)amino)piperidin-1-yl)pyridazin-3-yl)methyl)-1H-1,2,3-triazol-4-yl)-4H-pyrido[1,2-a]pyrimidin-4-one C1(CCC1)CN[C@H]1CN(CCC1)C1=CC=C(N=N1)CN1N=NC(=C1)C=1N=C2N(C(C1)=O)C=CC=C2